C(C)(=O)N[C@H]1[C@H](O)O[C@@H]([C@H]([C@@H]1O)O)CO 2-deoxy-2-acetylamino-beta-D-glucopyranose